C(C)NC(NC1=NC=CC(=C1F)CC1CCN(CC1)C=1C=CC(=NC1F)C(=O)NC)=O 5-(4-((2-(3-ethylureido)-3-fluoropyridin-4-yl)methyl)piperidin-1-yl)-6-fluoro-N-methylpicolinamide